1'-(2-(1H-1,2,3-triazol-4-yl)propan-2-yl)-6-methyl-1-(1-methyl-1H-indazol-5-yl)-2-(1-methyl-1H-pyrazol-4-yl)-3,6-dihydro-7H-spiro[dipyrrolo[2,3-b:3',2'-d]pyridine-8,4'-piperidin]-7-one N1N=NC(=C1)C(C)(C)N1CCC2(CC1)C(N(C=1C2=C2C(=NC1)NC(=C2C=2C=C1C=NN(C1=CC2)C)C=2C=NN(C2)C)C)=O